N-{(1R)-1-[3-(difluoromethyl)-2-fluorophenyl]ethyl}-6-[4-(dimethylamino)piperidin-1-yl]-2-methylpyrido[3,4-d]pyrimidin-4-amine FC(C=1C(=C(C=CC1)[C@@H](C)NC=1C2=C(N=C(N1)C)C=NC(=C2)N2CCC(CC2)N(C)C)F)F